(4-chloropyrazolo[3,4-b]pyridin-1-yl)ethanol ClC1=C2C(=NC=C1)N(N=C2)C(C)O